(S)-5-((4-((2-hydroxy-1-phenylethyl)amino)-5-(1,3,4-oxadiazol-2-yl)pyridin-2-yl)amino)-3,3-dimethylisoindolin-1-one OC[C@H](C1=CC=CC=C1)NC1=CC(=NC=C1C=1OC=NN1)NC=1C=C2C(NC(C2=CC1)=O)(C)C